FC=1C=C(C=CC1F)S(=O)(=O)NC1=CC=C(C(=O)N(C2=CC=CC=C2)C)C=C1 4-((3,4-difluorophenyl)sulfonamido)-N-methyl-N-phenylbenzamide